CC1(C(C1)CCC)CCC 1-methyl-1,2-dipropyl-cyclopropane